CC1CC(CCC1N)CC1CC(C(CC1)N)C di(3-methyl-4-aminocyclohexyl)-methane